BrC1=NC(=C(C=2N=C(N=C(C21)N2[C@H]([C@@H]1CC[C@H](C2)N1C(=O)OC(C)(C)C)C(C)=CC)SCC)F)Cl tert-butyl (1S,2S,5R)-3-(5-bromo-7-chloro-2-(ethylthio)-8-fluoropyrido[4,3-d]pyrimidin-4-yl)-2-(but-2-en-2-yl)-3,8-diazabicyclo[3.2.1]octane-8-carboxylate